1-[3-(1-hydroxyethyl)-6-[6-(6-methylpyridazin-3-yl)oxypyrazolo[1,5-a]pyridin-3-yl]pyridin-2-yl]-5-methylpyrazole-3-carbonitrile OC(C)C=1C(=NC(=CC1)C=1C=NN2C1C=CC(=C2)OC=2N=NC(=CC2)C)N2N=C(C=C2C)C#N